4-(4-Fluoro-3-chlorophenylamino)-7-propargyloxy-6-nitroquinazoline FC1=C(C=C(C=C1)NC1=NC=NC2=CC(=C(C=C12)[N+](=O)[O-])OCC#C)Cl